BrC1=CC(=C(C(=O)Cl)C(=C1)N1CCC2(CC2)CC1)F 4-bromo-2-fluoro-6-(6-azaspiro[2.5]octan-6-yl)benzoyl chloride